3-(1-methyl-6-(piperazin-1-yl)-1H-pyrazolo[3,4-d]pyrimidin-4-yl)quinoline CN1N=CC=2C1=NC(=NC2C=2C=NC1=CC=CC=C1C2)N2CCNCC2